CN1C=C(C2=CC=CC=C12)C(=O)NC1CCC(CC1)NC1=CC=CC=2N1C=C(N2)C(F)(F)F 1-methyl-N-[(1s,4s)-4-{[2-(trifluoromethyl)imidazo[1,2-a]pyridin-5-yl]amino}cyclohexyl]-1H-indole-3-carboxamide